BrC=1C=CC2=C(N(C(=N2)NC2=CNC=3C2=NC(=CC3)Cl)C)C1 6-bromo-N-(5-chloro-1H-pyrrolo[3,2-b]pyridin-3-yl)-1-methyl-1H-benzo[d]imidazol-2-amine